CC1(C2=NCN([C@]3(C([C@H](O)[C@@H](CO)O3)([2H])[2H])[2H])C2=NC=N1)N 6-Methyl-2'-deoxyadenosine-d3